4,6-dichloro-2-methyl-pyrazolo[3,4-d]pyrimidine ClC=1C=2C(N=C(N1)Cl)=NN(C2)C